O=C1OCCCO1 oxo-1,3-dioxane